2-(6-((cis)-2,6-dimethylmorpholino)pyridin-2-yl)-1,6-naphthyridin C[C@@H]1O[C@@H](CN(C1)C1=CC=CC(=N1)C1=NC2=CC=NC=C2C=C1)C